C(C)(=O)C1=C(C(=O)O)C=C(N=C1C)C 3-ACETYL-2,6-DIMETHYLISONICOTINIC ACID